(R)-N-(6-(Dibenzylamino)-5-nitropyridin-3-yl)-2-(tetrahydro-2H-pyran-4-yl)propenamide C(C1=CC=CC=C1)N(C1=C(C=C(C=N1)NC(C(=C)C1CCOCC1)=O)[N+](=O)[O-])CC1=CC=CC=C1